C(C)(C)(C)C=1C=C2C=NN(C(C2=C(C1)F)=O)C1=NC=CC(=C1CO)C=1C=C(C(N(C1)C)=O)C(C(=O)N)C [5-[2-(6-tert-butyl-8-fluoro-1-oxo-phthalazin-2-yl)-3-(hydroxymethyl)-4-pyridinyl]-1-methyl-2-oxo-3-pyridinyl]Propionamide